ClC=1C=CC2=C(SC3=C2C=CC=C3)C1 3-chlorodibenzo[b,d]thiophene